C(C)(C)C1=C(NC2=CC=C(C=C12)C1CCNCC1)C1=C2C(=NC=C1)NC=C2 4-(3-isopropyl-5-(piperidin-4-yl)-1H-indol-2-yl)-1H-pyrrolo[2,3-b]pyridine